(S)-N-(5-(4-fluorophenoxy)pyridin-2-yl)-2-((S)-3-(5-(methylsulfonyl)-6-oxo-1,6-dihydropyridin-3-yl)piperidin-1-yl)propionamide FC1=CC=C(OC=2C=CC(=NC2)NC([C@H](C)N2C[C@@H](CCC2)C2=CNC(C(=C2)S(=O)(=O)C)=O)=O)C=C1